monot-butyl ether C(C)(C)(C)OC(C)(C)C